N=1C=NN2C1C=C(C=C2)OC2=CC=C(C=C2)NC=2C1=C(N=CN2)C=CC(=N1)N1CCN(CC1)C(C=C)=O 1-(4-(4-((4-([1,2,4]triazolo[1,5-a]pyridin-7-yloxy)phenyl)amino)pyrido[3,2-d]pyrimidin-6-yl)piperazin-1-yl)prop-2-en-1-one